tert-butyl (tert-butoxycarbonyl)(7-(3-((3,3-difluoro-4-(4-fluorophenyl)-4-((triethylsilyl)-oxy)pentyl)oxy)-2,4,5-trifluorophenyl)-[1,2,4]triazolo[1,5-a]pyridin-2-yl)carbamate C(C)(C)(C)OC(=O)N(C(OC(C)(C)C)=O)C1=NN2C(C=C(C=C2)C2=C(C(=C(C(=C2)F)F)OCCC(C(C)(O[Si](CC)(CC)CC)C2=CC=C(C=C2)F)(F)F)F)=N1